5-(1-ethyl-1H-imidazol-2-yl)imidazolidine-2,4-dione C(C)N1C(=NC=C1)C1C(NC(N1)=O)=O